C(C1=CC=CC=C1)OC1=NC(=CC=C1C1=CC(=CC=C1)N1CCC(CC1)C(OC)OC)OCC1=CC=CC=C1 2,6-dibenzyloxy-3-[3-[4-(dimethoxymethyl)-1-piperidinyl]phenyl]-pyridine